CC1CN=C(CC1)C=1C=CC2=C(N=C(S2)N)C1 5-(3-methyl-2,3,4,5-tetrahydropyridin-6-yl)-1,3-benzothiazol-2-amine